tert-butyl (1R,4R)-5-[1-(2,6-dioxo-3-piperidyl)-3-methyl-2-oxo-benzimidazol-4-yl]-2,5-diazabicyclo[2.2.1]heptane-2-carboxylate O=C1NC(CCC1N1C(N(C2=C1C=CC=C2N2[C@H]1CN([C@@H](C2)C1)C(=O)OC(C)(C)C)C)=O)=O